[(3S)-tetrahydrofuran-3-yl]N-[(1R)-3-morpholino-3-oxo-1-[[(1R)-4-phenyl-1-(4,4,5,5-tetramethyl-1,3,2-dioxaborolan-2-yl)butyl]carbamoyl]propyl]carbamate O1C[C@H](CC1)OC(N[C@H](CC(=O)N1CCOCC1)C(N[C@@H](CCCC1=CC=CC=C1)B1OC(C(O1)(C)C)(C)C)=O)=O